tris(4-vinylbenzyloxy)triazine C(=C)C1=CC=C(COC2=C(C(=NN=N2)OCC2=CC=C(C=C2)C=C)OCC2=CC=C(C=C2)C=C)C=C1